FC=1C=CC(=NC1)C1=NN2C(CCCC2)=C1 2-(5-fluoro-2-pyridyl)-4,5,6,7-tetrahydropyrazolo[1,5-a]pyridin